OCCNC1=C(C(=O)NCC(F)(F)F)C(=CC(=C1)C1=CN=C2N1C=CC(=C2)C=2C=NN(C2)C)OC 2-(2-hydroxy-ethylamino)-6-methoxy-4-[7-(1-methylpyrazol-4-yl)imidazo[1,2-a]pyridin-3-yl]-N-(2,2,2-trifluoroethyl)benzamide